C(C)(C)(C)OC(N[C@@H]1[C@@H](OCC12CCN(CC2)C2=NC=C(N=C2)SC2=C(C1=C(NC(N1)=O)C=C2)Cl)C)=O ((3S,4S)-8-(5-((4-chloro-2-oxo-2,3-dihydro-1H-benzo[d]imidazol-5-yl)thio)pyrazin-2-yl)-3-methyl-2-oxa-8-azaspiro[4.5]decan-4-yl)carbamic acid tert-butyl ester